CC(CC(C)CC(C(=O)O)(C)O)C 4-Methylpentan-2-yl-alpha-hydroxyisobutyric acid